N-(5-(3-(3,3-difluoro-2-hydroxypropyl)-1,2,4-oxadiazol-5-yl)-2-methylphenyl)-7-methoxyimidazo[1,2-a]pyridine-3-carboxamide FC(C(CC1=NOC(=N1)C=1C=CC(=C(C1)NC(=O)C1=CN=C2N1C=CC(=C2)OC)C)O)F